methyl 3-[(cyclopropylmethyl)(methyl)amino]-6-(morpholine-4-sulfonyl)pyridazine-4-carboxylate C1(CC1)CN(C=1N=NC(=CC1C(=O)OC)S(=O)(=O)N1CCOCC1)C